CNC1CC(NC(C1)(C)C)(C)C N,2,2,6,6-pentamethyl-piperidin-4-amine